(1R,2R)-(+)-1,2-diphenylethylendiamin C1(=CC=CC=C1)[C@H]([C@H](N)C1=CC=CC=C1)N